FC1=C(C=CC(=C1)OC1=CC(=C(C(=C1)F)F)F)NC(OCC=1C(=C2C(N(CC2=CC1)C1C(NC(CC1)=O)=O)=O)O[C@H]1COCCC1)=O [2-(2,6-dioxopiperidin-3-yl)-4-[(3R)-oxan-3-yloxy]-3-oxo-2,3-dihydro-1H-isoindol-5-yl]methyl N-[2-fluoro-4-(3,4,5-trifluorophenoxy)phenyl]carbamate